C(C)(C)(C)C1N(CC12CCN(CC2)C=2C=NC(=CC2)C(=O)OC)C(=O)OC(COC=2C=1C3=C(C=NC1C=CC2)N=C(N3)COCC)C 1-[[2-(ethoxymethyl)-1H-imidazo[4,5-c]quinolin-9-yl]oxy]2-propanol tert-butyl-7-(6-(methoxycarbonyl)pyridin-3-yl)-2,7-diazaspiro[3.5]nonane-2-carboxylate